(S)-N-(4-(4-fluorobenzyl)-3,6-dimethyl-3,4-dihydro-2H-benzo[b][1,4]oxazin-7-yl)-3,3-dimethylbutanamide FC1=CC=C(CN2C3=C(OC[C@@H]2C)C=C(C(=C3)C)NC(CC(C)(C)C)=O)C=C1